ClC1=C(OC2(CCN(CC2)C2=CN=NC(=C2)C2=C(C=CC=C2)O)C(=O)O)C=CC=C1 4-(2-chlorophenoxy)-1-[6-(2-hydroxyphenyl)pyridazin-4-yl]piperidine-4-carboxylic acid